6-bromo-3-hydroxy-3-methyl-1,3-dihydro-2H-pyrrolo[3,2-b]pyridin-2-one BrC=1C=C2C(=NC1)C(C(N2)=O)(C)O